(Z)-3-fluoro-4-(4-[1-methyl-3-(trifluoromethyl)-1H-pyrazol-5-yl]-6-(trifluoromethyl)-1H-benzo[d]imidazol-1-yl)but-2-en-1-amine F\C(=C/CN)\CN1C=NC2=C1C=C(C=C2C2=CC(=NN2C)C(F)(F)F)C(F)(F)F